OC1=C(C2=C(N(C1=O)CC=1C=NN(C1)CC(=O)N1C[C@H](CC1)O)C=CS2)C(=O)O (S)-6-hydroxy-4-({1-[2-(3-hydroxypyrrolidin-1-yl)-2-oxoethyl]-1H-pyrazol-4-yl}methyl)-5-oxo-4,5-dihydrothieno[3,2-b]pyridine-7-carboxylic acid